[C@H]1([C@H](O)[C@@H](O)[C@@H](O)[C@H](O1)CO)OC[C@@H]([C@@H]([C@@H](CCCCCCCCCCCCCC)O)O)NC(CCCCCCCCCCCCCCC)=O (2S,3S,4R)-1-O-(α-D-galactosyl)-N-hexadecanoyl-2-amino-1,3,4-octadecanetriol